5-[3-(difluoromethoxy)azetidin-1-yl]-2-[[5-[2-fluoro-4-(trifluoromethyl)phenyl]-3-methyl-triazol-4-yl]methyl]pyridazin-3-one FC(OC1CN(C1)C1=CC(N(N=C1)CC=1N(N=NC1C1=C(C=C(C=C1)C(F)(F)F)F)C)=O)F